1-(1-(2-fluorophenyl)ethyl)-1-hydroxy-3-(4-((isoindolin-5-ylmethyl)sulfonyl)-3-methoxyphenyl)urea FC1=C(C=CC=C1)C(C)N(C(=O)NC1=CC(=C(C=C1)S(=O)(=O)CC=1C=C2CNCC2=CC1)OC)O